4-chloro-1,2-diethyl-1H-pyrrolo[2,3-b]pyridine ClC1=C2C(=NC=C1)N(C(=C2)CC)CC